hexa-ethyleneglycol C(COCCOCCOCCOCCOCCO)O